(2R,3R,4S,5S)-2-(acetoxymethyl)-5-(2,4-dioxo-1-(tetrahydro-2H-pyran-4-yl)-1,2,3,4-tetrahydropyrimidin-5-yl)tetrahydrofuran-3,4-diacetic acid C(C)(=O)OC[C@@H]1O[C@@H]([C@H]([C@H]1CC(=O)O)CC(=O)O)C=1C(NC(N(C1)C1CCOCC1)=O)=O